N-(2-hydroxyethyl)aziridine OCCN1CC1